tert-butyl 4-[[4-[8-chloro-7-[2-methyl-1-(2-trimethylsilyl-ethoxymethyl) benzimidazol-5-yl]oxy-quinoxalin-2-yl]-5-methyl-pyrazol-1-yl]methyl]piperidine-1-carboxylate ClC=1C(=CC=C2N=CC(=NC12)C=1C=NN(C1C)CC1CCN(CC1)C(=O)OC(C)(C)C)OC1=CC2=C(N(C(=N2)C)COCC[Si](C)(C)C)C=C1